O=C1C(CCCC1)CCC(=O)OC(C(F)(F)F)C(F)(F)F 1,1,1,3,3,3-hexafluoropropan-2-yl 3-(2-oxocyclohexyl)propanoate